The molecule is a lignan that is 5,6,7,8-tetrahydronaphthalen-2-ol substituted by two hydroxymethyl groups at positions 6 and 7, a methoxy group at position 3 and a 4-hydroxy-3,5-dimethoxyphenyl group at position 8. It has been isolated from the stems of Sinocalamus affinis. It has a role as a plant metabolite. It is a lignan, a polyphenol and a dimethoxybenzene. COC1=CC(=CC(=C1O)OC)[C@H]2[C@@H]([C@H](CC3=CC(=C(C=C23)O)OC)CO)CO